C(C1=CC=CC=C1)OCC1=NN(C(N1CC)=O)C1=CC(=C(C(=O)NC2=C(C=CC=C2F)Cl)C=C1F)N[C@@H](C)CCC (S)-4-(3-((benzyloxy)methyl)-4-ethyl-5-oxo-4,5-dihydro-1H-1,2,4-triazol-1-yl)-N-(2-chloro-6-fluorophenyl)-5-fluoro-2-(pentan-2-ylamino)benzamide